NC=1C=C(C=CC1)C1=CC=C(C=C1)C1=CC=2C(=CN=CC2)N1C(=O)OC(C)(C)C tert-Butyl 2-[4-(3-aminophenyl)phenyl]pyrrolo[2,3-c]pyridine-1-carboxylate